CC(C)C[C@@H](C(=O)N[C@@H](CO)C(=O)N[C@@H](CO)C(=O)N[C@@H](CC1=CC=C(C=C1)O)C(=O)O)N The molecule is a tetrapeptide composed of L-leucine, two L-serine units and L-tyrosine joined in sequence by peptide linkages. It has a role as a metabolite. It derives from a L-leucine, a L-serine and a L-tyrosine.